C(C)(=O)C=1C=C2C=CNC2=C(C1)NC(=O)C1C(=NN(C1=O)C1=CC=C(C=C1)OC(F)F)C N-(5-acetyl-1H-indol-7-yl)-1-[4-(difluoromethoxy)phenyl]-3-methyl-5-oxo-4H-pyrazole-4-carboxamide